(4-(3-hydroxyoxetan-3-yl)phenyl)(4-((5-(trifluoromethyl)pyrazin-2-yl)oxy)piperidin-1-yl)methanone OC1(COC1)C1=CC=C(C=C1)C(=O)N1CCC(CC1)OC1=NC=C(N=C1)C(F)(F)F